CC1=CC(C(=NN1C1=CC=CC=C1)C(=O)N1CC(CC1)OC1=NC=CC=C1)=O 6-methyl-1-phenyl-3-(3-(pyridin-2-yloxy)pyrrolidine-1-carbonyl)pyridazin-4(1H)-one